3-cyclobutyl-5-(5,5-dimethyl-1,3,2-dioxaborinan-2-yl)-2-methoxypyridine C1(CCC1)C=1C(=NC=C(C1)B1OCC(CO1)(C)C)OC